4-(3-fluorophenyl)-1-(5-(isopropylsulfanyl)-4-(3-(trifluoromethyl)pyrrolidin-1-yl)thiazol-2-yl)-3-methyl-1H-pyrazole-5-carboxylic acid FC=1C=C(C=CC1)C=1C(=NN(C1C(=O)O)C=1SC(=C(N1)N1CC(CC1)C(F)(F)F)SC(C)C)C